C(CCCC)C1COCCC1CC(=O)O.C(C)(=O)O acetate (3-pentyltetrahydro-2H-pyran-4-yl acetate)